(R)-N-(5-(difluoromethyl)-2-((2-(2-(2-methoxyethoxy)ethoxy)ethyl)carbamoyl)phenyl)-3-(3-fluoro-4-methylphenyl)-3-(1,2,4-thiadiazol-5-yl)pyrrolidine-1-carboxamide FC(C=1C=CC(=C(C1)NC(=O)N1C[C@](CC1)(C1=NC=NS1)C1=CC(=C(C=C1)C)F)C(NCCOCCOCCOC)=O)F